FC1=CC=C(C=C1)C1=NN(C(=C1C1=CC=NC=C1)CC(=O)OC)C methyl 2-[3-(4-fluorophenyl)-1-methyl-4-(pyridin-4-yl)-1H-pyrazol-5-yl]acetate